CN1N=CC2=CC(=CC=C12)S(=O)(=O)C1=CC=C(C=C1)CNC(=O)C1=CC=2C(=CN=CC2)O1 N-{[4-(1-methyl-1H-indazole-5-sulfonyl)phenyl]methyl}furo[2,3-c]pyridine-2-carboxamide